6,7-dimethoxy-N-(4-methoxyphenyl)-4-trifluoromethylquinazolin-2-amine COC=1C=C2C(=NC(=NC2=CC1OC)NC1=CC=C(C=C1)OC)C(F)(F)F